N[C@H](C(=O)O)CCCCNC(=O)C1=NC=CC=C1 (2S)-2-amino-6-(pyridine-2-carbonylamino)hexanoic acid